(E)-3-((3-butyl-7-(ethylthio)-1,1-dioxido-5-phenyl-2,3,4,5-tetrahydro-1,2,5-benzothiadiazepin-8-yl)oxy)acrylic acid C(CCC)C1NS(C2=C(N(C1)C1=CC=CC=C1)C=C(C(=C2)O/C=C/C(=O)O)SCC)(=O)=O